tri-n-pentadecylethoxysilane C(CCCCCCCCCCCCCC)[Si](OCC)(CCCCCCCCCCCCCCC)CCCCCCCCCCCCCCC